N-(4-((2-(1,1-difluoroethyl)-6-methylpyrimidin-4-yl)amino)-5-((4,6-dimethylpyrimidin-5-yl)methoxy)pyridin-2-yl)acetamide FC(C)(F)C1=NC(=CC(=N1)NC1=CC(=NC=C1OCC=1C(=NC=NC1C)C)NC(C)=O)C